[N-]=[N+]=[N-].C[N+](C)(C)C tetramethylammonium azide